NC1=CC=C(C=C1)C=1N=C(N(N1)C1=CC=C(C=C1)OC(F)(F)F)N(C)OC 5-(4-aminophenyl)-N-methoxy-N-methyl-2-[4-(trifluoromethoxy)phenyl]-1,2,4-triazol-3-amine